C[C@H]1[C@@]([C@H]([C@@H](O1)O[C@@H]2[C@H]([C@@H]([C@H]([C@@H]([C@H]2O)OP(=O)([O-])[O-])[NH+]=C(N)N)O)[NH+]=C(N)N)O[C@H]3[C@H]([C@@H]([C@H]([C@@H](O3)CO)O)O)[NH2+]C)(CO)O The molecule is conjugate acid of dihydrostreptomycin 6-phosphate arising from deprotonation of the phosphate OH groups and protonation of the secondary amino and both guanidino groups; major species at pH 7.3. It is a conjugate acid of a dihydrostreptomycin 6-phosphate.